ClC=1C=C(NC2(CCC3([C@H](CC4=CC=CC=C34)C[C@H](COC3=CC=NC=4CCC[C@H](C34)C)C)CC2)C(=O)O)C=C(C1)F (1r,2'S,4S)-4-(3-chloro-5-fluoroanilino)-2'-[(2R)-2-methyl-3-{[(5R)-5-methyl-5,6,7,8-tetrahydroquinolin-4-yl]oxy}propyl]-2',3'-dihydrospiro[cyclohexane-1,1'-indene]-4-carboxylic acid